COC=1C=C2C(=CNC2=CC1)CC(N(C([2H])([2H])[2H])C([2H])([2H])[2H])([2H])[2H] 2-(5-methoxy-1H-indol-3-yl)-N,N-bis(methyl-d3)ethan-1-amine-1,1-d2